2,2-dimethyl-4-oxo-3,8,11-trioxa-5-aza-tetradecane CC(C)(OC(NCCOCCOCCC)=O)C